C(C1=CC=CC=C1)OC(=O)N1C(CNCC1)CCC(C)(C)O (3-hydroxy-3-methylbutyl)piperazine-1-carboxylic acid benzyl ester